5-(5-{(1S)-1-[3,5-Bis(trifluoromethoxy)benzamido]ethyl}-3-Methyl-1H-1,2,4-triazol-1-yl)pyrazin FC(OC=1C=C(C(=O)N[C@@H](C)C2=NC(=NN2C=2N=CC=NC2)C)C=C(C1)OC(F)(F)F)(F)F